CC1=NC(=NC(=N1)N)N 6-methyl-1,3,5-triazine-2,4-diamine